COC1=CC=C(C=C1)NC1=NC=CC=C1 N-(4-methoxyphenyl)pyridin-2-amine